CN(C)CCCCCNCCCCCN(C)C bis[5-(N,N-Dimethylamino)-pentyl]amin